tricholine hydrobromide Br.OCC[N+](C)(C)C.OCC[N+](C)(C)C.OCC[N+](C)(C)C